(1S,3aR,6aS)-N-((S)-4-(cyclohexylamino)-3,4-dioxo-1-((S)-2-oxopyrrolidin-3-yl)butan-2-yl)-2-(4-(difluoromethoxy)-1H-indole-2-carbonyl)octahydrocyclopenta[c]pyrrole-1-carboxamide C1(CCCCC1)NC(C([C@H](C[C@H]1C(NCC1)=O)NC(=O)[C@H]1N(C[C@H]2[C@@H]1CCC2)C(=O)C=2NC1=CC=CC(=C1C2)OC(F)F)=O)=O